4-[2-fluoro-5-hydroxy-4-(6-{methyl-[(1R,3S,5S)-1,5-dimethyl-9-azabicyclo[3.3.1]nonan-3-yl]amino}pyridazin-3-yl)phenyl]-1-methyl-1,2-dihydropyridin-2-one FC1=C(C=C(C(=C1)C=1N=NC(=CC1)N(C1C[C@]2(CCC[C@@](C1)(N2)C)C)C)O)C2=CC(N(C=C2)C)=O